C1CC12CCN(CC2)C=2C=C(C(=O)O)C=CC2C(NC2=CC(=NC(=C2)C)N2CCC(CC2)(F)F)=O 3-(6-azaspiro[2.5]oct-6-yl)-4-{N-[2-(4,4-difluoropiperidinyl)-6-methylpyridin-4-yl]carbamoyl}benzoic acid